ethoxyl hydroxyacetate OCC(=O)OOCC